5-chloro-1'-(2-{4-[(1S) or (1R)-1-methanesulfonylethyl]phenoxy}ethyl)-1,2-dihydrospiro[indole-3,4'-piperidin]-2-one ClC=1C=C2C(=CC1)NC(C21CCN(CC1)CCOC1=CC=C(C=C1)[C@H](C)S(=O)(=O)C)=O |o1:24|